(S)-2-(4-(4-(2-(5-amino-8-(furan-2-yl)-2-oxothiazolo[5,4-e][1,2,4]triazolo[1,5-c]pyrimidin-3(2H)-yl)ethyl)piperazin-1-yl)-3-fluorophenoxy)propionic acid NC1=NC2=C(C=3N1N=C(N3)C=3OC=CC3)SC(N2CCN2CCN(CC2)C2=C(C=C(O[C@H](C(=O)O)C)C=C2)F)=O